3-(7-fluoro-5-methoxy-1-oxoisoindolin-2-yl)piperidine-2,6-dione FC=1C=C(C=C2CN(C(C12)=O)C1C(NC(CC1)=O)=O)OC